N1CC(C1)COC1=CC=2N(C=C1)C(=CN2)C2=CC(=C(C(=O)NC1CC1)C(=C2)OC)OC(F)F 4-[7-(azetidin-3-ylmethoxy)imidazo[1,2-a]pyridin-3-yl]-N-cyclopropyl-2-(difluoromethoxy)-6-methoxy-benzamide